2-(2-tetrahydropyran-2-yl-pyrazol-3-yl)acetamide O1C(CCCC1)N1N=CC=C1CC(=O)N